CC(=O)N[C@@H]1[C@H](C[C@@](O[C@H]1[C@@H]([C@@H](CO)O)O)(C(=O)O)O[C@H]2[C@H]([C@H](O[C@H]([C@@H]2O)O[C@@H]3[C@H](O[C@H]([C@@H]([C@H]3O)NC(=O)C)O[C@H]4[C@H]([C@@H]([C@H](O[C@@H]4OC[C@@H]5[C@H]([C@@H]([C@@H]([C@@H](O5)O[C@@H]6[C@H](O[C@H]([C@@H]([C@H]6O)NC(=O)C)O[C@@H]7[C@H](O[C@H]([C@@H]([C@H]7O)NC(=O)C)O)CO)CO)O)O[C@@H]8[C@H]([C@H]([C@@H]([C@H](O8)CO)O)O)O[C@H]9[C@@H]([C@H]([C@@H]([C@H](O9)CO)O[C@H]1[C@@H]([C@H]([C@H]([C@H](O1)CO)O)O[C@@]1(C[C@@H]([C@H]([C@@H](O1)[C@@H]([C@@H](CO)O)O)NC(=O)C)O)C(=O)O)O)O)NC(=O)C)O)CO)O)O)CO)CO)O)O The molecule is a branched amino oligosaccharide comprising a linear trisaccharide of beta-D-mannosyl and two N-acetyl-beta-D-glucosaminyl residues all linked in sequence (1->4), to the mannosyl residue of which are (1->3)- and (1->6)-linked two identical branches consisting of N-acetyl-alpha-neuraminyl, beta-D-galactosyl, N-acetyl-beta-D-glucosaminyl and alpha-D-mannosyl residues linked in a (2->3), (1->4) and (1->2) sequence. It has a role as an epitope. It is an amino oligosaccharide and a glucosamine oligosaccharide.